ClC1=NC=C(C(=C1)C1=NOC[C@H](N1)CC1=CC=C(C=C1)C)OC1=CC(=CC=C1)C(F)(F)F |r| (5RS)-3-{2-chloro-5-[3-(trifluoromethyl)phenoxy]Pyridin-4-yl}-5-(4-methylbenzyl)-5,6-dihydro-4H-1,2,4-oxadiazine